tert-butyl 6-(4-chloro-3-fluoro-7-(oxetan-3-yl)-5,6,7,8-tetrahydro-1,7-naphthyridin-2-yl)-2,6-diazaspiro[3.4]octane-2-carboxylate ClC1=C(C(=NC=2CN(CCC12)C1COC1)N1CC2(CN(C2)C(=O)OC(C)(C)C)CC1)F